[Si](C)(C)(C(C)(C)C)O[C@@H](CC(=O)OCC)C ethyl (R)-3-(tert-butyldimethylsilyloxy)butanoate